CO[C@H]1[C@@H]([C@H]([C@@H]([C@H](O1)C(=O)O)O)O)O The molecule is a derivative of beta-D-glucuronic acid in which a methyl group is present at the anomeric position. It derives from a beta-D-glucuronic acid.